C1CCNC1 The molecule is a cyclic amine whose five-membered ring contains four carbon atoms and one nitrogen atom; the parent compound of the pyrrolidine family. It is a saturated organic heteromonocyclic parent, a member of pyrrolidines and an azacycloalkane. It is a conjugate base of a pyrrolidinium ion.